1-(2-chloro-5-fluoro-4-nitrophenyl)ethanone ClC1=C(C=C(C(=C1)[N+](=O)[O-])F)C(C)=O